C1=CC=CC=2C3=CC=CC=C3C3(C12)C1=CC=C(C=C1OC=1C=C(C=CC13)OC(=O)C=1C=C(C(C(=O)O)=CC1)C(=O)O)OC(=O)C=1C=C(C(C(=O)O)=CC1)C(=O)O 4,4'-[spiro(xanthene-9,9'-fluorene)-3,6-diylbis(oxycarbonyl)]diphthalic acid